N-[(1R)-1-[3-amino-5-(trifluoromethyl)phenyl]ethyl]-1-[3-(1-methyl-1,2,4-triazol-3-yl)phenyl]-6-oxo-pyridazine-3-carboxamide NC=1C=C(C=C(C1)C(F)(F)F)[C@@H](C)NC(=O)C1=NN(C(C=C1)=O)C1=CC(=CC=C1)C1=NN(C=N1)C